CN(CCN(C=CC)C)C N,N,N'-trimethyl-N'-propenyl-ethylenediamine